N-(3-((4,4-difluoropiperidin-1-yl)sulfonyl)phenyl)-2-((1S,6S)-6-methyl-3-azabicyclo[4.1.0]heptan-3-yl)nicotinamide FC1(CCN(CC1)S(=O)(=O)C=1C=C(C=CC1)NC(C1=C(N=CC=C1)N1C[C@H]2C[C@]2(CC1)C)=O)F